3,4-dimethyl-phenylhydrazine CC=1C=C(C=CC1C)NN